COC1=CC(=C(C=C1)C1=NN2C(=NC=3C=CC=CC3C2=N1)N[C@@H](C(=O)N)CC)OC(F)(F)F (2R)-2-({2-[4-methoxy-2-(trifluoromethoxy)phenyl][1,2,4]triazolo[1,5-c]quinazolin-5-yl}amino)butanamide